COC1=CC=C(C=C1)C(OC[C@]1(O[C@H](CNC1)N1C(NC(C(=C1)C)=O)=O)CO)(C1=CC=CC=C1)C1=CC=C(C=C1)OC 1-[(2R,6R)-6-[[bis(4-methoxyphenyl)-phenyl-methoxy]methyl]-6-(hydroxymethyl)morpholin-2-yl]-5-methyl-pyrimidine-2,4-dione